(5-chloro-8-quinolinyloxy)acetic acid 4-propenoxybutyl ester C(=CC)OCCCCOC(COC=1C=CC(=C2C=CC=NC12)Cl)=O